FC1=C(C=C(C(=C1)C)CCN[C@@H]([C@H]1CNC2=CC=CN=C2C1)C1=CC=CC=C1)CC(=O)O 2-(2-fluoro-4-methyl-5-(2-(((S)-phenyl((R)-1,2,3,4-tetrahydro-1,5-naphthyridin-3-yl)methyl)amino)ethyl)phenyl)acetic acid